3-(benzyloxy)-5-bromoaniline C(C1=CC=CC=C1)OC=1C=C(N)C=C(C1)Br